L-2-chloro-3-trichloromethylpyridine ClC1=NC=CC=C1C(Cl)(Cl)Cl